((((9H-fluoren-9-yl) methoxy) carbonyl) amino) heptanoate C(CCCCCC)(=O)ONC(=O)OCC1C2=CC=CC=C2C=2C=CC=CC12